FC(C1=NN=C(O1)C1=CC(=C(CN2C(N(C3=C2C=C(C=C3)C3=C(C=CC(=C3)F)F)C3CCN(CC3)C)=O)C=C1)F)F 3-(4-(5-(difluoromethyl)-1,3,4-oxadiazole-2-yl)-2-fluorobenzyl)-5-(2,5-difluorophenyl)-1-(1-methylpiperidine-4-yl)-1,3-dihydro-2H-benzo[d]imidazole-2-one